OCC1=CC2=C(OCC(N2C)=O)C=C1 6-(hydroxymethyl)-4-methyl-2H-benzo[b][1,4]oxazin-3(4H)-one